3-chloro-N-(2,4-difluoro-3-(3-methylquinoxaline-6-carbonyl)phenyl)benzamide ClC=1C=C(C(=O)NC2=C(C(=C(C=C2)F)C(=O)C=2C=C3N=C(C=NC3=CC2)C)F)C=CC1